(3R,4R)-4-methyl-5-oxopyrrolidine-3-carboxylic acid [1-(3-fluorophenyl)-5-(3-(trifluoromethoxy)phenyl)-1H-pyrazol-3-yl]amide FC=1C=C(C=CC1)N1N=C(C=C1C1=CC(=CC=C1)OC(F)(F)F)NC(=O)[C@H]1CNC([C@@H]1C)=O